1-(2-(4-(benzyloxy)phenyl)-4-methoxybenzofuran-5-yl)ethan-1-one C(C1=CC=CC=C1)OC1=CC=C(C=C1)C=1OC2=C(C1)C(=C(C=C2)C(C)=O)OC